OC[C@@H]1[C@@H](CN(CC1)C1=NC(=NC(=C1)C1=CC=C(C=C1)C(F)(F)F)C=1C=NC=CC1)O (3S,4R)-4-hydroxymethyl-1-(2-(pyridin-3-yl)-6-(4-(trifluoromethyl)phenyl)pyrimidin-4-yl)piperidin-3-ol